C(C)(C)(C)OOC1=CC(=C(C=C1C(C)C)C(C)C)OOC(C)(C)C 1,3-di-(t-butylperoxy)-diisopropylbenzene